FC(C1=CC=C(C=N1)NC1=C2CCN=CC2=CC=C1)(F)F 5-((6-(trifluoromethyl)pyridin-3-yl)amino)-3,4-dihydroisoquinolin